(Z)-5-chloro-1-(3-(4-methylpiperazino)propyl)-3-(methoxyimino)indolin-2-one ClC=1C=C2/C(/C(N(C2=CC1)CCCN1CCN(CC1)C)=O)=N/OC